N-((3-chlorothien-2-yl)methyl)acetamide ClC1=C(SC=C1)CNC(C)=O